[N+](=O)([O-])C=1C=C2CCN(CC2=CC1C1=CC=C(C=C1)C(F)(F)F)C(=O)OC(C)(C)C tert-Butyl 6-nitro-7-(4-(trifluoromethyl)phenyl)-3,4-dihydroisoquinoline-2(1H)-carboxylate